N-(8-fluoro-2-isopropyl-imidazo[1,2-a]pyridin-6-yl)-1,1-diphenyl-methanimine FC=1C=2N(C=C(C1)N=C(C1=CC=CC=C1)C1=CC=CC=C1)C=C(N2)C(C)C